ClC(OC1=CC=C(C=C1)NC(C1=CN=C(C(=C1)C1=NNC=C1)N1CCN(CC1)CC1CCN(CC1)C=1C=C2C(N(C(C2=CC1)=O)N1C(NC(CC1)=O)=O)=O)=O)(F)F N-(4-(chlorodifluoromethoxy)phenyl)-6-(4-((1-(2-(2,4-dioxotetrahydropyrimidin-1(2H)-yl)-1,3-dioxoisoindolin-5-yl)piperidin-4-yl)methyl)piperazin-1-yl)-5-(1H-pyrazol-3-yl)nicotinamide